(R)-6-chloro-3-((1-(2,5-diethyl-9-methyl-imidazo[1,2-c]quinazolin-7-yl)ethyl)amino)picolinic acid ClC1=CC=C(C(=N1)C(=O)O)N[C@H](C)C1=CC(=CC=2C=3N(C(=NC12)CC)C=C(N3)CC)C